ClC1=C(C=CC(=C1)F)CC=O 2-(2-chloro-4-fluorophenyl)acetaldehyde